1-(2-(1-(4-fluorobenzyl)-5-methyl-1H-pyrazol-3-yl)-2-oxoethyl)-5-(prop-1-yn-1-yl)pyridin-2(1H)-one FC1=CC=C(CN2N=C(C=C2C)C(CN2C(C=CC(=C2)C#CC)=O)=O)C=C1